(±)-(1S,3R,5S,6S)-isopropyl 5-((4-nitrobenzoyl)oxy)bicyclo[4.1.0]heptane-3-carboxylate [N+](=O)([O-])C1=CC=C(C(=O)O[C@H]2C[C@@H](C[C@@H]3C[C@H]23)C(=O)OC(C)C)C=C1 |r|